dimethyl-pyrrolo[2,3-d]-pyrimidine-6-carboxamide CC=1C2=C(N=C(N1)C)N=C(C2)C(=O)N